isopropyl (1S,4R)-4-[[3-(benzofuran-4-ylamino)-2-methoxy-3-oxo-propanoyl]amino]cyclopent-2-ene-1-carboxylate O1C=CC2=C1C=CC=C2NC(C(C(=O)N[C@H]2C=C[C@H](C2)C(=O)OC(C)C)OC)=O